methyl 4-(3-chlorophenyl)-5-(4-chlorophenyl)-5-hydroxy-2-methylpentanoate ClC=1C=C(C=CC1)C(CC(C(=O)OC)C)C(O)C1=CC=C(C=C1)Cl